OC=1C(N(C=CC1)C=1C=NC=CC1)=O 3-hydroxy-2H-[1,3'-bipyridine]-2-one